NC1=NC=CC(=C1)C[C@@H]1[C@H](N(C1=O)C(=O)N[C@H](CC)C1=CC(=C(C(=C1)F)F)F)C(=O)N(C)C=1N(C=CN1)C (2S,3R)-3-((2-aminopyridin-4-yl)methyl)-N2-(1-methyl-1H-imidazol-2-yl)-N1-((R)-1-(3,4,5-trifluorophenyl)propyl)-N2-methyl-4-oxoazetidine-1,2-dicarboxamide